FC=1C(=CC=2C3=C(NC(C2C1)=O)CS(C[C@@H]3N(C(=O)C=3C=C1C(=CC=CN1C3)F)C)(=O)=O)F |r| Racemic-N-(8,9-difluoro-3,3-dioxido-6-oxo-2,4,5,6-tetrahydro-1H-thiopyrano[3,4-c]isoquinolin-1-yl)-8-fluoro-N-methylindolizine-2-carboxamide